(9H-Fluoren-9-yl)methyl (R)-3-(2,4-dihydroxy-3,3-dimethylbutanamido)propanoate [(9H-Fluoren-9-yl)methyl (R)-3-(2,4-dihydroxy-3,3-dimethylbutanamido)propanoate] C1=CC=CC=2C3=CC=CC=C3C(C12)C[C@@H](C(=O)O)CNC(C(C(CO)(C)C)O)=O.O[C@@H](C(=O)NCCC(=O)OCC1C2=CC=CC=C2C=2C=CC=CC12)C(CO)(C)C